(7S,8R)-2-((5-((S)-1-amino-1-cyclopropylethyl)-8-((trans)-3-hydroxycyclobutoxy)-2,7-naphthyridin-3-yl)amino)-7,8-dimethyl-7,8-dihydro-5H-pyrano[4,3-b]pyridin-5-one N[C@@](C)(C1CC1)C1=C2C=C(N=CC2=C(N=C1)O[C@@H]1C[C@H](C1)O)NC1=CC=C2C(=N1)[C@H]([C@@H](OC2=O)C)C